C1(CCCCC1)N1C=CC=2C1=NC=C(C2)C#CC2=CC=CC=C2 N-cyclohexyl-5-(phenylethynyl)-1H-pyrrolo[2,3-b]pyridine